C1=CC=CC=2C3=CC=CC=C3C(C12)COC(=O)[C@](NC(C1=CC=CC=C1)(C1=CC=CC=C1)C1=CC=CC=C1)(CC(N)=O)C(=O)O 2-[(9H-fluoren-9-ylmethoxy)carbonyl]-N-trityl-L-asparagine